FC1=CC=C(C=N1)C=1C=CC=2C3=C(N(C2C1)C)C=CN=C3 7-(6-fluoropyridin-3-yl)-5-methyl-5H-pyrido[4,3-b]indole